6-(2-(3-((2-methoxy-4-(methylsulfonyl)phenyl)amino)prop-1-yn-1-yl)-3-(2,2,2-trifluoroethyl)imidazo[1,2-a]pyridin-8-yl)-4-methylpiperazin-2-one COC1=C(C=CC(=C1)S(=O)(=O)C)NCC#CC=1N=C2N(C=CC=C2C2CN(CC(N2)=O)C)C1CC(F)(F)F